tert-butyl N-[4-[4-cyano-3-methyl-5-(trifluoromethyl)anilino]cyclohexyl]carbamate C(#N)C1=C(C=C(NC2CCC(CC2)NC(OC(C)(C)C)=O)C=C1C(F)(F)F)C